2-(3-chlorophenyl)-1-(pyrrolidin-1-yl)prop-2-en-1-one tert-Butyl-4-(3-bromophenyl)-4-cyanobutanoate C(C)(C)(C)OC(CCC(C#N)C1=CC(=CC=C1)Br)=O.ClC=1C=C(C=CC1)C(C(=O)N1CCCC1)=C